t-butyldimethyl-(t-hexylperoxy)silane C(C)(C)(C)[Si](OOC(C)(C)CCC)(C)C